5-(Difluoromethyl)-2-[2-[[(3R)-1-ethyl-3-piperidyl]amino]oxazolo[4,5-b]pyridin-5-yl]-3-methyl-phenol FC(C=1C=C(C(=C(C1)O)C1=CC=C2C(=N1)N=C(O2)N[C@H]2CN(CCC2)CC)C)F